ClC1=C2C(=NC=C1C=1C=C(C=CC1)N1C(CN(CC1)C(CCCCCCCOC1=C3CN(C(C3=CC=C1)=O)C1C(NC(CC1)=O)=O)=O)=O)NC=C2CC 3-(4-((8-(4-(3-(4-chloro-3-ethyl-1H-pyrrolo[2,3-b]pyridin-5-yl)phenyl)-3-oxopiperazin-1-yl)-8-oxooctyl)oxy)-1-oxoisoindolin-2-yl)piperidine-2,6-dione